C(C)(C)(C)[C@@H]1CC=2C=C3C(=NC2CC1)SC(=N3)C(=O)N[C@H](CCN(C)C)C=3C=C(C(=O)O)C=CC3 3-((R)-1-((S)-7-(tert-butyl)-5,6,7,8-tetrahydrothiazolo[5,4-b]quinoline-2-carboxamido)-3-(dimethylamino)propyl)benzoic acid